BrC=1N=C2C(=C(C(N(C2=CC1)C)=O)[N+](=O)[O-])N1CCN(CC1)C(C1=CC=C(C=C1)F)C1=C(C=C(C=C1)F)OC 6-Bromo-4-(4-((4-fluoro-2-methoxyphenyl)(4-fluorophenyl)methyl)piperazin-1-yl)-1-methyl-3-nitro-1,5-naphthyridin-2(1H)-on